[Cl-].OCCN1C=[NH+]C=C1.[NH4+].[Cl-] ammonium D-N-(2-hydroxyethyl)imidazolium chloride